C(C)OC(=O)C1CCN(CC1)C1=NC=C(N=C1)C=O (5-Formylpyrazin-2-yl)piperidine-4-carboxylic acid ethyl ester